C1(CC1)OC1C2C(N(C(C1)C2)C(=O)[O-])C(=O)[O-] 5-cyclopropoxy-2-azabicyclo[2.2.1]heptane-2,3-dicarboxylate